N1N=C(C=C1)CC=1SC2=C(N(C=3C(N(N=CC32)CC=3SC=C(N3)C(=O)N)=O)C)N1 2-((2-((1H-pyrazol-3-yl)methyl)-4-methyl-5-oxo-4H-thiazolo[5',4':4,5]pyrrolo[2,3-d]pyridazin-6(5H)-yl)methyl)thiazole-4-carboxamide